C12CN(C(CC1)C2)C(=O)OC(C)(C)C tert-butyl 3-azabicyclo[2.2.1]heptane-3-carboxylate